5-(2,6-dichlorobenzylsulfonyl)-3-((3,5-dimethyl-4-(2-(pyrrolidin-1-ylmethyl)pyrrolidine-1-carbonyl)-1H-pyrrol-2-yl)methylene)indolin-2-one ClC1=C(CS(=O)(=O)C=2C=C3C(C(NC3=CC2)=O)=CC=2NC(=C(C2C)C(=O)N2C(CCC2)CN2CCCC2)C)C(=CC=C1)Cl